6-fluoro-5-[4-[(5-fluoro-2-methyl-3-oxo-4H-quinoxalin-6-yl)methyl]piperazin-1-yl]-N-methylpyridine-2-carboxamide FC1=C(C=CC(=N1)C(=O)NC)N1CCN(CC1)CC=1C(=C2NC(C(=NC2=CC1)C)=O)F